(S)-2-(2-(cyclopropanesulfonamido)thiazol-4-yl)-N-(4-(6-ethoxypyrazin-2-yl)phenyl)-2-methoxyacetamide C1(CC1)S(=O)(=O)NC=1SC=C(N1)[C@@H](C(=O)NC1=CC=C(C=C1)C1=NC(=CN=C1)OCC)OC